C1(CC1)C1=CC(=C(NC2=C(C(=O)N)C=C(C(=C2F)F)CC2=C(C(=NC=C2)NS(=O)(=O)NC)F)C=C1)F 2-(4-cyclopropyl-2-fluoroanilino)-3,4-difluoro-5-[[3-fluoro-2-(methylamino-sulfonylamino)pyridin-4-yl]methyl]benzamide